NCC[C@@H](C(=O)O)O L-γ-amino-α-hydroxybutyric acid